ClC=1C(=C(C=CC1)\C=C(/F)\C=1N(C2=C(CN(CC2)C(C)C)N1)C)C (Z)-2-(2-(3-chloro-2-methylphenyl)-1-fluorovinyl)-5-isopropyl-1-methyl-4,5,6,7-tetrahydro-1H-imidazo[4,5-c]pyridine